2-fluoroethylallyl carbonate 2,2-difluoroethylallyl-carbonate FC(CC=CCOC(O)=O)F.C(OCC=CCCF)(O)=O